4-fluoro-N-[4-fluoro-5-[2-(4-hydroxy-4-methylpiperidin-1-yl)pyrimidin-5-yl]-2-[rac-(3R)-3,4-dimethylpiperazin-1-yl]phenyl]-2-(trifluoromethyl)benzamide FC1=CC(=C(C(=O)NC2=C(C=C(C(=C2)C=2C=NC(=NC2)N2CCC(CC2)(C)O)F)N2C[C@H](N(CC2)C)C)C=C1)C(F)(F)F |r|